C1(CC1)COC(C=1C=CC(=C(C1)NC(=O)C1=CC(=NN1)C(F)(F)F)F)C=1C=NC=CC1 N-(5-((cyclopropylmethoxy)(pyridin-3-yl)methyl)-2-fluorophenyl)-3-(trifluoromethyl)-1H-pyrazole-5-carboxamide